C(#N)N1C[C@H](CC1)C(=O)NC=1SC2=C(N1)C=CC(=C2C)C=2C(=NOC2C)C (3S)-1-cyano-N-[6-(3,5-dimethyl-1,2-oxazol-4-yl)-7-methyl-1,3-benzothiazol-2-yl]Pyrrolidine-3-carboxamide